4-{[(5-nitro-2-thienyl)methylene]amino}benzamide [N+](=O)([O-])C1=CC=C(S1)C=NC1=CC=C(C(=O)N)C=C1